(S)-2-hydroxy-N-[(S)-1-(5-isopropyl-1-methyl-2-oxo-2,3-dihydro-1H-azepin-3-ylcarbamoyl)ethyl]-3-methyl-butyramide O[C@H](C(=O)N[C@@H](C)C(NC1C(N(C=CC(=C1)C(C)C)C)=O)=O)C(C)C